OC(C1=CC=CC=C1)S(=O)(=O)I hydroxytoluenesulfonyl iodide